C(=O)C1=C(C=CC=C1)B(O)O formylphenylboronic acid